1-((5-(2H-1,2,3-triazol-2-yl)pyrazin-2-yl)methyl)-4-cyclobutylpiperazine-2,3-dione N=1N(N=CC1)C=1N=CC(=NC1)CN1C(C(N(CC1)C1CCC1)=O)=O